12-bromo-4,6,8,10-tetramethyltridecylpentoxymethyl ether BrC(CC(CC(CC(CC(CCCC(OCCCCC)OC(CCCC(CC(CC(CC(CC(C)Br)C)C)C)C)OCCCCC)C)C)C)C)C